CC1=C(C(=O)O)C=C(C(=C1O)C(=O)O)C 2,5-dimethylhydroxyterephthalic acid